5-{[3,4,6-tri-O-acetyl-2-(acetylamino)-2-deoxy-β-D-galactopyranosyl]oxy}pentanoic acid C(C)(=O)O[C@@H]1[C@H]([C@@H](O[C@@H]([C@@H]1OC(C)=O)COC(C)=O)OCCCCC(=O)O)NC(C)=O